(R)-1-(4-(2-(6-((3r,5r)-3-amino-5-fluoropiperidine-1-carbonyl)-4-methoxy-3-methylpyrazolo[1,5-a]pyridin-2-yl)-1-(cyclopropylmethyl)-1H-indol-7-yl)piperidin-1-yl)-2-methoxypropan-1-one N[C@H]1CN(C[C@@H](C1)F)C(=O)C=1C=C(C=2N(C1)N=C(C2C)C=2N(C1=C(C=CC=C1C2)C2CCN(CC2)C([C@@H](C)OC)=O)CC2CC2)OC